O.[Hf] hafnium compound with water